ClC=1C=C(C=2N(N1)C=CN2)C2=CN(C1=CC=CC=C21)S(=O)(=O)C2=CC=C(C)C=C2 6-chloro-8-(1-p-toluenesulfonyl-1H-indol-3-yl)imidazo[1,2-b]pyridazine